1-(4-(7-bromo-9-(5-(difluoromethyl)-1,3,4-thiadiazol-2-yl)-9H-benzo[d]imidazo[1,2-a]imidazol-5-yl)piperazin-1-yl)-2-methylpropane-1-one BrC=1C=C(C2=C(N(C=3N2C=CN3)C=3SC(=NN3)C(F)F)C1)N1CCN(CC1)C(C(C)C)=O